Cl.CC1=CC=CC=C1 Toluene HCL